COCCOC[C@H](CO)O (S)-3-(2-methoxyethoxy)propane-1,2-diol